(3S)-3-(methoxymethyl)-4-[4-(4,4,5,5-tetramethyl-1,3,2-dioxaborolan-2-yl)phenyl]morpholine COC[C@@H]1N(CCOC1)C1=CC=C(C=C1)B1OC(C(O1)(C)C)(C)C